NCCC(O)C1=CC=C(C=C1)OCC1CCCCC1 3-Amino-1-(4-(cyclohexylmethoxy)phenyl)propan-1-ol